4,4''-bis[6-diphenylaminonaphthalen-2-yl]-p-terphenyl C1(=CC=CC=C1)N(C=1C=C2C=CC(=CC2=CC1)C1=CC=C(C=C1)C1=CC=C(C=C1)C1=CC=C(C=C1)C1=CC2=CC=C(C=C2C=C1)N(C1=CC=CC=C1)C1=CC=CC=C1)C1=CC=CC=C1